C1(CC1)C(=O)N1CC(CC1)(C)NC(=O)[C@@H]1CCC=2C(=NN(C2C1)C(C)C)C1=C(C=CC(=C1)OC(F)F)F (6R)-N-(1-(cyclopropylcarbonyl)-3-methylpyrrolidin-3-yl)-3-(5-(difluoromethoxy)-2-fluorophenyl)-1-isopropyl-4,5,6,7-tetrahydro-1H-indazole-6-carboxamide